ClC(=O)OC1=CC=C(C=C1)N=[N+]=[N-] p-azidophenyl chloroformate